5,6,7,8-tetrahydro-9H-pyrido[2,3-c]azepin-9-one N1=CC=CC2=C1C(NCCC2)=O